ClC1=CC=C(C=C1)[C@@H]1N(C[C@H](N(C1)CCC(=O)OC)C)CC1=C(C=C(C=C1)OC)OC methyl 3-[(2R,5S)-5-(4-chlorophenyl)-4-[(2,4-dimethoxyphenyl)methyl]-2-methylpiperazin-1-yl]propanoate